C(C)C1=CC(=C(C=C1OC)CC(C)N)SC 1-(4-ethyl-5-methoxy-2-methylsulfanylphenyl)propan-2-amine